1,4-dioxa-8-aza-spiro[4.5]decane O1CCOC12CCNCC2